tert-butyl-(3,5-dibromophenethyl)dimethylsilane C(C)(C)(C)[Si](C)(C)CCC1=CC(=CC(=C1)Br)Br